(S)-METHYL 5-(((1S,2R)-2-ACETOXYCYCLOBUTYL)METHYL)-6'-CHLORO-3',4,4',5-TETRAHYDRO-2H,2'H-SPIRO[BENZO[B][1,4]OXAZEPINE-3,1'-NAPHTHALENE]-7-CARBOXYLATE C(C)(=O)O[C@H]1[C@@H](CC1)CN1C2=C(OC[C@]3(CCCC4=CC(=CC=C34)Cl)C1)C=CC(=C2)C(=O)OC